BrC1=CC=C(C=C1)C1(CC(C1)=C)CO 1-(4-bromophenyl)-3-methylencyclobutane-1-methanol